ethylenebis-myristic acid amide C(CCCCCCCCCCCCCCC(=O)N)CCCCCCCCCCCCCC(=O)N